OCCN1C=NC=C1 N-(2-hydroxy-ethyl)imidazole